(1-Ethyl-6-morpholino-1H-benzo[d]imidazol-2-yl)diphenylmethanol C(C)N1C(=NC2=C1C=C(C=C2)N2CCOCC2)C(O)(C2=CC=CC=C2)C2=CC=CC=C2